2,4-dinitro-sec-butylphenol [N+](=O)([O-])C1=C(C=CC(=C1C(C)CC)[N+](=O)[O-])O